(4S)-2-(2-(2-hydroxyphenyl)-4,5-dihydrothiazol-4-yl)-3-methylthiazolidine-4-carboxylic acid OC1=C(C=CC=C1)C=1SCC(N1)C1SC[C@@H](N1C)C(=O)O